F[C@@H]1C[C@@]2(CCCN2C1)COC=1N=C(C2=C(N1)C(=C(N=C2)C2=CC(=CC1=CC=C(C(=C21)C#C)F)O)F)N2CCOCCC2 4-(2-{[(2R,7aS)-2-fluoro-hexahydro-1H-pyrrolizin-7a-yl]methoxy}-8-fluoro-4-(1,4-oxazepan-4-yl)pyrido[4,3-d]pyrimidin-7-yl)-5-ethynyl-6-fluoronaphthalen-2-ol